5-[4-amino-5-(trifluoromethyl)pyrrolo[2,1-f][1,2,4]triazin-7-yl]-N-[(3R,4S)-4-fluoro-1-(pyridine-3-sulfonyl)pyrrolidin-3-yl]-2-methoxypyridine-3-carboxamide NC1=NC=NN2C1=C(C=C2C=2C=C(C(=NC2)OC)C(=O)N[C@@H]2CN(C[C@@H]2F)S(=O)(=O)C=2C=NC=CC2)C(F)(F)F